AminoAcrylamide C=C(C(=O)N)N